ClC1=C(C=CC(=C1)F)C(=O)N1CC2CCC(C1)N2C2=C(C=CC(=C2)S(=O)(=O)N2CCNCC2)OC (2-chloro-4-fluoro-phenyl)-[8-(2-methoxy-5-piperazin-1-ylsulfonyl-phenyl)-3,8-diazabicyclo[3.2.1]octan-3-yl]methanone